[C@H]12CN(C[C@H](CC1)N2)C2=NC(=NC1=C(C(=CC=C21)C#CC2=C1C=CC(=CC1=CC=C2F)O)F)OC[C@]21CCCN1C[C@@H](C2)F 5-((4-((1R,5S)-3,8-diazabicyclo[3.2.1]octan-3-yl)-8-fluoro-2-(((2R,7aS)-2-fluorotetrahydro-1H-pyrrolizin-7a(5H)-yl)methoxy)quinazolin-7-yl)ethynyl)-6-fluoronaphthalen-2-ol